4-Methoxy-N-((S)-5-methyl-1-(1-(methylsulfonyl)-N-(((S)-2-oxopyrrolidin-3-yl)methyl)methanamido)-2-oxohexan-3-yl)-1H-indole-2-carboxamide COC1=C2C=C(NC2=CC=C1)C(=O)N[C@H](C(CN(C(=O)S(=O)(=O)C)C[C@H]1C(NCC1)=O)=O)CC(C)C